(trifluoromethyl)isonicotinic acid methyl ester COC(C1=C(C=NC=C1)C(F)(F)F)=O